(2-(4-methyl-3,4-dihydro-2H-benzo[b][1,4]oxazin-8-yl)-1,6-naphthyridin-7-yl)methanamine hydrochloride salt Cl.CN1C2=C(OCC1)C(=CC=C2)C2=NC1=CC(=NC=C1C=C2)CN